FC1=C(C=CC=C1)[C@@H]1[C@@H](C2=CC=C(C=C2CC1)O)C1=CC=C(C=C1)N1CCC2(CN(C2)C(=O)OC(C)(C)C)CC1 tert-butyl 7-(4-((1R,2S)-2-(2-fluorophenyl)-6-hydroxyl-1,2,3,4-tetrahydronaphthalen-1-yl)phenyl)-2,7-diazaspiro[3.5]nonane-2-carboxylate